4-(trifluoromethyl)thiazol FC(C=1N=CSC1)(F)F